FC1=CC=C(CN(C(=O)NCC2=CC=C(C=C2)CC(C)C)C2CCN(CC2)C)C=C1 1-(4-fluorobenzyl)-3-(4-isobutylbenzyl)-1-(1-methylpiperidin-4-yl)urea